1-[(12aR)-9-(2-chloro-6-hydroxyphenyl)-10-fluoro-8-[2-(piperidin-1-yl)ethoxy]-3,4,12,12a-tetrahydro-6H-pyrazino[2,1-c][1,4]benzooxazepin-2(1H)-yl]prop-2-en-1-one ClC1=C(C(=CC=C1)O)C1=C(C2=C(CN3[C@@H](CO2)CN(CC3)C(C=C)=O)C=C1OCCN1CCCCC1)F